2-[(2S,5S)-5-{[(tert-butyl)bis(phenyl)siloxy]methyl}-2-isopropyl-1-methyl-3-oxo-1,2,5,6-tetrahydro-1,4-benzodiazocin-9-yl]ethyl 2-methyl-2-propanecarbamate CC(C)(C)NC(=O)OCCC1=CC2=C(C[C@H](NC([C@@H](N2C)C(C)C)=O)CO[Si](C2=CC=CC=C2)(C2=CC=CC=C2)C(C)(C)C)C=C1